C(C)(=O)NCCOC1=NN=C(S1)NC(C1=CN=C(C=C1C1=C(C(=CC=C1OC)Cl)F)C)=O N-(5-(2-Acetamidoethoxy)-1,3,4-thiadiazol-2-yl)-4-(3-chloro-2-fluoro-6-methoxyphenyl)-6-methylnicotinamide